C(C)NC(=O)OC=1C=C(C(=O)O[C@H]2[C@H](OC3=CC(=CC(=C3C2)O)O)C2=CC(=C(C(=C2)O)O)O)C=C(C1O)O (2R,3R)-5,7-dihydroxy-2-(3,4,5-trihydroxyphenyl)chroman-3-yl 3-((ethylcarbamoyl)oxy)-4,5-dihydroxybenzoate